BrC1=C(N=CN(C1=O)[C@H]1CN(CCC1)C(=O)OC(C)(C)C)C tert-butyl (R)-3-(5-bromo-4-methyl-6-oxopyrimidin-1(6H)-yl)piperidine-1-carboxylate